N-((1-(4-(trifluoromethyl)phenyl)-1,2,3,4-tetrahydro-1,5-naphthyridin-3-yl)methyl)oxetan-3-amine FC(C1=CC=C(C=C1)N1CC(CC2=NC=CC=C12)CNC1COC1)(F)F